C1(CC1)C=1N=NN(C1)[C@H](C(=O)N1[C@@H](C[C@H](C1)O)C(=O)NC1(COCC1)C1=CC=C(C=C1)S(=O)(=O)C)C(C)(C)C (2S,4R)-1-[(2S)-2-(4-cyclopropyltriazol-1-yl)-3,3-dimethyl-butanoyl]-4-hydroxy-N-[3-(4-methylsulfonylphenyl)tetrahydrofuran-3-yl]pyrrolidine-2-carboxamide